methyl (1-methyl-3-(4,4,5,5-tetramethyl-1,3,2-dioxaborolan-2-yl)-1H-pyrrolo[2,3-c]pyridin-5-yl)carbamate CN1C=C(C=2C1=CN=C(C2)NC(OC)=O)B2OC(C(O2)(C)C)(C)C